BrCCCOC=1C(=CC2=C(N(C([C@H]3N(C2=O)CC=C(C3)C3=CC=C(C=C3)OC)OC)C(=O)OCC=C)C1)OC allyl (6aS)-3-(3-bromopropoxy)-2,6-dimethoxy-8-(4-methoxyphenyl)-12-oxo-6,6a,7,10-tetrahydrobenzo[e]pyrido[1,2-a][1,4]diazepine-5(12H)-carboxylate